[C@H]12COC[C@@H]2C1NC(=O)C1=CC(=NN1C(C)C1=CC(=CC=C1)OCCO[Si](C)(C)C(C)(C)C)C(=O)NC (+/-)-N5-((1R,5S,6r)-3-oxabicyclo[3.1.0]hexan-6-yl)-1-(1-(3-(2-((tert-butyldimethylsilyl)oxy)ethoxy)phenyl)ethyl)-N3-methyl-1H-pyrazole-3,5-dicarboxamide